(6S)-N6-[2-(5-fluoro-3-pyridinyl)-8-isopropyl-pyrazolo[1,5-a][1,3,5]Triazin-4-yl]-4,5,6,7-tetrahydro-1,3-benzothiazole-2,6-diamine FC=1C=C(C=NC1)C1=NC=2N(C(=N1)N[C@@H]1CC3=C(N=C(S3)N)CC1)N=CC2C(C)C